(4S,5R,E)-3-(4-chlorophenyl)-5-methyl-4-phenyl-N-((4-(trifluoromethyl)phenyl)sulfonyl)-4,5-dihydro-1H-pyrazole-1-carboxamide chloride [Cl-].ClC1=CC=C(C=C1)C1=NN([C@@H]([C@@H]1C1=CC=CC=C1)C)C(=O)NS(=O)(=O)C1=CC=C(C=C1)C(F)(F)F